4-chloro-2-[4-(4-fluoro-N-methyl-anilino)phenyl]-5-[[(1R)-1-[(3S)-tetrahydropyran-3-yl]ethyl]amino]pyridazin-3-one ClC=1C(N(N=CC1N[C@H](C)[C@H]1COCCC1)C1=CC=C(C=C1)N(C1=CC=C(C=C1)F)C)=O